((1R)-2-(benzofuran-3-yl)-1-(2-methyl-3-oxo-3-(((6-phenylpyridin-2-yl)methyl)amino)propionamido)ethyl)boric acid O1C=C(C2=C1C=CC=C2)C[C@H](NC(C(C(NCC2=NC(=CC=C2)C2=CC=CC=C2)=O)C)=O)OB(O)O